NC1=C2N=CN(C2=NC=N1)[C@H]1[C@@H]([C@@H]([C@H](O1)COP1(OCC[C@H](O1)C1=CC(=CC=C1)Cl)=S)O)O (4S)-(((2R,3S,4R,5R)-5-(6-amino-9H-purin-9-yl)-3,4-dihydroxytetrahydrofuran-2-yl)methoxy)-4-(3-chlorophenyl)-1,3,2-dioxaphosphorinane 2-sulfide